ClC=1C=CC(=C(C1)C1=CC(=CN=N1)NC1=CC=NC2=CN=C(C=C12)C(=O)NC1CN(C1)C)F 4-{[6-(5-Chloro-2-Fluorophenyl)Pyridazin-4-yl]Amino}-N-(1-Methylazetidin-3-yl)-1,7-Naphthyridin-6-Carboxamid